ethyl (5RS,6RS)-2,5,6-trimethylcyclohexa-1,3-diene-1-carboxylate CC1=C([C@@H]([C@@H](C=C1)C)C)C(=O)OCC |r|